O1[C@H](CCC1)C1=C(C=CC(=C1)C)S(=O)(=O)OC methyl (R)-(tetrahydrofuran-2-yl)-4-methylbenzenesulfonate